(2E,6Z)-nona-2,6-dienenitrile C(\C=C\CC\C=C/CC)#N